N=1C=CN2C1C=CC(=C2)C2=CC=C(C=C2)S(=O)(=O)N2CCC(CC2)NC2=NC=C(C=C2)SC(F)(F)F N-[1-(4-{imidazo[1,2-a]pyridin-6-yl}benzenesulfonyl)piperidin-4-yl]-5-[(trifluoromethyl)sulfanyl]pyridin-2-amine